5-bromo-1-(2-ethylbutyl)indoline-2,3-dione BrC=1C=C2C(C(N(C2=CC1)CC(CC)CC)=O)=O